tert-Butyl (4-(4-amino-7-(pyridin-4-yl)pyrrolo[2,1-f][1,2,4]triazin-5-yl)-2-methoxyphenyl)carbamate NC1=NC=NN2C1=C(C=C2C2=CC=NC=C2)C2=CC(=C(C=C2)NC(OC(C)(C)C)=O)OC